Dinitrostyrol [N+](=O)([O-])C(=CC1=CC=CC=C1)[N+](=O)[O-]